FC1=C(C=CC=C1)C1=CC=C(C=C1)CNC1=CN=C(N(C1=O)CC(=O)OCCCC)C1=CC=CC=C1 butyl 2-(5-(((2'-fluoro-[1,1'-biphenyl]-4-yl)methyl)amino)-6-oxo-2-phenylpyrimidin-1(6H)-yl)acetate